2-cyclohexyl-N-ethyl-2-(p-toluidinyl)acetamide C1(CCCCC1)C(C(=O)NCC)NC1=CC=C(C=C1)C